N1=CC(=CC=C1)C(SC1=CC=CC=C1)=O S-phenyl pyridine-3-carbothioate